tri-n-pentylamine C(CCCC)N(CCCCC)CCCCC